CN(C(=O)N=NC(=O)N(C)C)C N1,N1,N2,N2-tetramethyldiazene-1,2-dicarboxamide